nitroiodolophenone [N+](=O)([O-])C1=C([IH]C=C1)C(=O)C1=CC=CC=C1